(R*)-1-(1-(1-((1-(4-(4-(3-Amino-6-(2-hydroxyphenyl)pyridazin-4-yl)morpholin-2-yl)-3-methylbenzoyl)piperidin-4-yl)methyl)piperidin-4-yl)-5-methyl-1H-indol-4-yl)dihydropyrimidine NC=1N=NC(=CC1N1C[C@H](OCC1)C1=C(C=C(C(=O)N2CCC(CC2)CN2CCC(CC2)N2C=CC3=C(C(=CC=C23)C)N2CNCC=C2)C=C1)C)C1=C(C=CC=C1)O |o1:9|